The molecule is a dTDP-sugar having 4-dehydro-6-deoxy-alpha-D-glucose as the sugar component. It is an intermediate in dTDP-rhamnose biosynthesis. It has a role as an Escherichia coli metabolite and a mouse metabolite. It derives from a dTDP-D-glucose. It is a conjugate acid of a dTDP-4-dehydro-6-deoxy-alpha-D-glucose(2-). C[C@@H]1C(=O)[C@@H]([C@H]([C@H](O1)OP(=O)(O)OP(=O)(O)OC[C@@H]2[C@H](C[C@@H](O2)N3C=C(C(=O)NC3=O)C)O)O)O